CC1(CCC1)C#CC1OC(ON(O1)N[C@@H](C(F)(F)F)C)N[C@@H](C(F)(F)F)C 6-((1-Methylcyclobutyl)ethynyl)-N2,N4-bis((R)-1,1,1-trifluoroprop-2-yl)-1,3,5-trioxazine-2,4-diamine